C(#N)C=1C=C(C=CC1)C=1N=C(SC1C=1C=C2C(=NC=NC2=CC1)C)NC(=O)N1CC(OCC1)CN(C)C N-[4-(3-Cyanophenyl)-5-(4-methylquinazolin-6-yl)thiazol-2-yl]-2-[(dimethylamino)methyl]morpholine-4-carboxamide